C(C)(C)(C)OC(=O)NCCN1CCN(CC1)CCC(=O)O 3-(4-(2-((tert-butoxycarbonyl)amino)ethyl)piperazin-1-yl)propionic acid